N-(tert-butyl)-2-phenyl-2H-indole-3-carboxamide C(C)(C)(C)NC(=O)C=1C(N=C2C=CC=CC12)C1=CC=CC=C1